C1(=CC=CC=C1)SC1=CC(=C(C=C1)C(=O)O)C(=O)O 3,4-dicarboxyphenyl phenyl sulfide